(2R,3S,5R)-5-(6-amino-2-fluoro-9H-purin-9-yl)-2-ethynyl-2-((((S)-(((S)-1-(heptan-4-yloxy)-1-oxo-3-phenylpropan-2-yl)amino)(phenoxy)phosphoryl)oxy)methyl)tetrahydrofuran-3-yl stearate C(CCCCCCCCCCCCCCCCC)(=O)O[C@@H]1[C@](O[C@H](C1)N1C2=NC(=NC(=C2N=C1)N)F)(CO[P@](=O)(OC1=CC=CC=C1)N[C@H](C(=O)OC(CCC)CCC)CC1=CC=CC=C1)C#C